(1S,2S)-2-ethylcyclopropanecarboxylic acid ethyl ester C(C)OC(=O)[C@@H]1[C@H](C1)CC